4-(2-(((R)-((S)-6-methyl-7-(1-methyl-1H-pyrazol-4-yl)-2,3-dihydro-1H-pyrido[2,3-b][1,4]oxazin-3-yl)(phenyl)methyl)amino)ethyl)benzonitrile CC=1C(=CC2=C(O[C@@H](CN2)[C@@H](C2=CC=CC=C2)NCCC2=CC=C(C#N)C=C2)N1)C=1C=NN(C1)C